FC1=CC(=CC(=C1)CC(C)(C)F)F 1,3-difluoro-5-(2-fluoro-2-methylpropyl)benzene